[Li+].[Ni+]=O nickelic oxide lithium